C(C)(C)(C)OC(=O)NCC=1C=C(C=CC1)NC(=S)NC(OCC)=O ethyl N-[[3-[(tert-butoxycarbonylamino)methyl]phenyl]carbamothioyl]carbamate